[6-Hydroxy-6-[4-[4-[2-[4-[(E)-3-oxo-3-phenylprop-1-enyl]phenoxy]ethoxy]phenyl]phenyl]hexyl] acetate C(C)(=O)OCCCCCC(C1=CC=C(C=C1)C1=CC=C(C=C1)OCCOC1=CC=C(C=C1)\C=C\C(C1=CC=CC=C1)=O)O